Methyl 5-((2,4-dioxo-3,4-dihydroquinazolin-1(2H)-yl) methyl)-2-fluorobenzoate O=C1N(C2=CC=CC=C2C(N1)=O)CC=1C=CC(=C(C(=O)OC)C1)F